γ-mercaptopropyl-ethyldibutoxysilane SCCC[Si](OCCCC)(OCCCC)CC